CC(CCC)CC 3-methyl-methylpentane